undeceneoic acid C(C=CCCCCCCCC)(=O)O